4-methyl-4-(4-hydroxyphenyl)tetracyclo[6.2.1.13,6.02,7]Dodec-9-ene CC1(C2C3C4C=CC(C3C(C1)C2)C4)C4=CC=C(C=C4)O